tert-butyl 9-(7-bromo-6-chloro-2-ethylsulfanyl-8-fluoro-quinazolin-4-yl)-3-oxa-7,9-diazabicyclo[3.3.1]nonane-7-carboxylate BrC1=C(C=C2C(=NC(=NC2=C1F)SCC)N1C2COCC1CN(C2)C(=O)OC(C)(C)C)Cl